3-(3-allyl-1-(5-iodoquinolin-8-yl)-4-oxoazetidin-2-yl)-2,2-dimethylpropionitrile C(C=C)C1C(N(C1=O)C=1C=CC(=C2C=CC=NC12)I)CC(C#N)(C)C